(±)-3-(5-Methoxypyrazin-2-yl)-3-(5-(3-(5,6,7,8-tetrahydro-1,8-naphthyridin-2-yl)propyl)-1H-pyrazol-1-yl)propanoic acid COC=1N=CC(=NC1)[C@@H](CC(=O)O)N1N=CC=C1CCCC1=NC=2NCCCC2C=C1 |r|